N-(octahydrobenzofuran-3a-carbonyl)-O-((1S,3S)-3-(2-(5,6,7,8-tetrahydro-1,8-naphthyridin-2-yl)ethyl)cyclobutyl)-L-homoserine O1CCC2(C1CCCC2)C(=O)N[C@@H](CCOC2CC(C2)CCC2=NC=1NCCCC1C=C2)C(=O)O